3-acetyl-1-(2-((2S,4R)-2-((6-bromopyridin-2-yl)carbamoyl)-4-fluoropyrrolidin-1-yl)-2-oxoethyl)-1H-pyrazole-5-carboxamide C(C)(=O)C1=NN(C(=C1)C(=O)N)CC(=O)N1[C@@H](C[C@H](C1)F)C(NC1=NC(=CC=C1)Br)=O